CS(=O)(=O)NC=1N=CC(=NC1)C=1C=C(C(=O)NC2=CC=C(C=C2)OCCC2=CC=CC=C2)C=CC1 3-(5-(Methylsulfonamido)pyrazin-2-yl)-N-(4-phenethoxyphenyl)benzamide